ClC=1C(=NC(=NC1)NC1CCOCC1)C1=CC=C2CN(C(C2=C1)=O)CC(=O)N1C(C2=CC=C(C=C2CC1)C#N)C 2-[2-(6-{5-chloro-2-[(oxacyclohex-4-yl)amino]pyrimidin-4-yl}-1-oxo-2,3-dihydro-1H-isoindol-2-yl)acetyl]-1-methyl-1,2,3,4-tetrahydroisoquinoline-6-carbonitrile